(R)-7-methoxy-6'-(trifluoromethyl)-2,3-dihydrospiro[indene-1,3'-indolin]-2'-one COC=1C=CC=C2CC[C@]3(C(NC4=CC(=CC=C34)C(F)(F)F)=O)C12